[Zn].[Tb] terbium-zinc